CC1CN(CC(C1)C)S(=O)(=O)C1=CC=2C(C3=CC(=CC=C3N(C2C=C1)C)S(=O)(=O)N1CC(CC(C1)C)C)=NCCCN(C)C 2,7-bis(3,5-dimethylpiperidin-1-ylsulfonyl)-9-(3-dimethylaminopropyl)imino-10-methyl-(9H,10H)-acridine